C(CC)OC(=O)OOC(=O)OCCC.C(CCCCCC(C)(C)C)(=O)OOC(C)(C)C1=CC=CC=C1 cumyl peroxyneodecanoate di-n-propyl-peroxydicarbonate